ClC1=C(C=C(C=C1)F)C1OC(=C(C1=O)OS(=O)(=O)C1=CC=CC=C1)N 2-(2-chloro-5-fluorophenyl)-4-[[phenylsulfonyl]oxy]-5-amino-3(2H)-furanone